BrC=1C(=C(C=C2CCCC(C12)=O)Cl)OC 8-bromo-6-chloro-7-methoxy-3,4-dihydro-2H-naphthalen-1-one